C(C)(C)(C)OC(=O)N[C@H](CC(C(=O)O)(C)C)CC1=CC(=C(C=C1)NC([C@H](C)NC(=O)OCC1C2=CC=CC=C2C=2C=CC=CC12)=O)F (4S)-4-{[(tert-Butoxy)carbonyl]amino}-5-{4-[(2S)-2-{[(9H-fluoren-9-ylmethoxy)carbonyl]amino}propanamido]-3-fluorophenyl}-2,2-dimethylpentanoic acid